N-(1-((5-(Azetidin-1-yl)-3-methylpyrazin-2-yl)methyl)-1H-pyrazol-4-yl)-6-(3-chloro-6-(difluoromethyl)-2-fluorophenyl)pyrazine-2-carboxamide N1(CCC1)C=1N=C(C(=NC1)CN1N=CC(=C1)NC(=O)C1=NC(=CN=C1)C1=C(C(=CC=C1C(F)F)Cl)F)C